2-(4-butoxy-2-hydroxyphenyl)-4,6-bis(4-butoxyphenyl)-1,3,5-triazine C(CCC)OC1=CC(=C(C=C1)C1=NC(=NC(=N1)C1=CC=C(C=C1)OCCCC)C1=CC=C(C=C1)OCCCC)O